CN(C=1C=C2C=CC(=NC2=CC1)\C=C(/C#N)\C1=CC=C(C=C1)[N+](=O)[O-])C (Z)-3-(6-(dimethylamino)quinolin-2-yl)-2-(4-nitrophenyl)acrylonitrile